FC1=C(C=CC(=C1)OC)C=1C=CC=C2C=NC(=NC12)NC1=CC(=CC=C1)N1CCN(CC1)CC 8-(2-fluoro-4-methoxyphenyl)-N-(3-(4-ethylpiperazino)phenyl)quinazolin-2-amine